FC1=CC=C2C3(C(NC2=C1)=O)CCCC3 6'-fluorospiro[cyclopentane-1,3'-indoline]-2'-one